N-[[(2R,5S)-3-oxo-2-(4-phenoxyphenyl)-1,4-thiazepan-5-yl]methyl]pyrimidine-5-carboxamide O=C1[C@H](SCC[C@H](N1)CNC(=O)C=1C=NC=NC1)C1=CC=C(C=C1)OC1=CC=CC=C1